COCCN(CCC=1SC(=C(N1)C(F)(F)F)C(=O)NC(C)C1=CC(=CC=C1)C(F)(F)F)CCOC 2-[2-[bis(2-methoxyethyl)amino]ethyl]-4-(trifluoromethyl)-N-[1-[3-(trifluoromethyl)phenyl]ethyl]-5-thiazolecarboxamide